N-(3-(difluoromethoxy)phenyl)-5-(5-(trifluoromethyl)nicotinamido)-1,2,3-thiadiazole-4-carboxamide FC(OC=1C=C(C=CC1)NC(=O)C=1N=NSC1NC(C1=CN=CC(=C1)C(F)(F)F)=O)F